(S)-3-amino-2,6-dichloro-N-(1-hydroxypropan-2-yl)isonicotinamide NC1=C(C(=O)N[C@H](CO)C)C=C(N=C1Cl)Cl